CC(C)(C)C1=C(C=CC=C1)S(=O)(=O)C1=CC=C(C=C1)NC(C1=C(C(=C(C(=C1)CC1=C(C=CC=C1)C(C)C)O)O)O)=O N-[4-[[2-(1,1-Dimethylethyl)phenyl]sulfonyl]phenyl]-2,3,4-trihydroxy-5-[[2-(1-methyl-ethyl)phenyl]methyl]benzamide